5-bromo-1-methylpyrimidin-2(1H)-one BrC=1C=NC(N(C1)C)=O